4-[3(E)-penten-1-yl]benzoic acid C(C\C=C\C)C1=CC=C(C(=O)O)C=C1